O[C@@H](CNC)C=1C=C(C(=CC1)O)O (R)-4-(1-hydroxy-2-(methylamino)ethyl)-1,2-benzenediol